ONC(CCCOC1=CC=C(C=C1)N(C1=NC=NC2=CC=CC=C12)C)=O N-hydroxy-4-(4-(methyl-(4-quinazolinyl)amino)phenoxy)butanamide